FC1=CC=C2C=CC(=C3CCC(C1=C32)=O)C 9-fluoro-4-methyl-2,3-dihydro-1H-phenalen-1-one